NC=1C=2N(C=CN1)C(=NC2C2=C(C=C(C(=O)NC1=NC=CC(=C1)C(F)(F)F)C=C2)OCC)C2CCC1N(C(CNC13CC3)=O)C2 4-[8-Amino-3-(4'-oxohexahydro-2'H,6'H-spiro[cyclopropan-1,1'-pyrido[1,2-a]pyrazin]-7'-yl)imidazo[1,5-a]pyrazin-1-yl]-3-ethoxy-N-[4-(trifluoromethyl)pyridin-2-yl]benzamid